ClC1=CC=C(C=N1)CN1C=CC=C2C1=NC(N(C2=O)C(C)C2=CC=CC=C2)=O 8-((6-chloropyridin-3-yl)methyl)-3-(1-phenylethyl)pyrido[2,3-d]pyrimidine-2,4(3H,8H)-dione